1-methylbutyl butanoate C(CCC)(=O)OC(CCC)C